Butan-2-on CC(CC)=O